methyl 4-oxo-2-(2-oxo-2-(p-tolyl) ethyl)-4-phenylbutyrate O=C(CC(C(=O)OC)CC(C1=CC=C(C=C1)C)=O)C1=CC=CC=C1